N-(1-(3-bromo-4-(trifluoromethoxy)phenyl)-1H-imidazol-4-yl)-2-chloropyrrolo[2,1-f][1,2,4]triazin-4-amine BrC=1C=C(C=CC1OC(F)(F)F)N1C=NC(=C1)NC1=NC(=NN2C1=CC=C2)Cl